C(#N)C1=CC(=C(C=C1)C1=C(C(=CC=C1)NC=1C(=NC(=CN1)C1CC1)C(=O)O)OCC(F)(F)F)C 3-((4'-cyano-2'-methyl-2-(2,2,2-trifluoroethoxy)-[1,1'-biphenyl]-3-yl)amino)-6-Cyclopropylpyrazine-2-carboxylic acid